NC1=C(C(=NC=N1)C=1C(=C(C=C(C1)F)NC(C1=C(C=C(C=C1)C1CC1)F)=O)C)OCCN(C)CC#CC N-(3-(6-amino-5-(2-(N-methylbut-2-ynylamino)ethoxy)pyrimidin-4-yl)-5-fluoro-2-methylphenyl)-4-cyclopropyl-2-fluorobenzamide